CC(C)(C)C1=CC(=CC(=C1)Br)C(C)(C)C 3,5-di-t-butylbromobenzene